1-tert-butyl 2-ethyl (2R,4S)-4-[2-(4-chloro-3-fluorophenoxy)acetamido]pyrrolidine-1,2-dicarboxylate ClC1=C(C=C(OCC(=O)N[C@H]2C[C@@H](N(C2)C(=O)OC(C)(C)C)C(=O)OCC)C=C1)F